COC1=C(C(=CC=C1)OC)C1=CC(=NN1CC(C)C)C(=O)N[C@H](CC(=O)NCCCCCC)CC(C)C (3S)-3-{[5-(2,6-dimethoxyphenyl)-1-(2-methylpropyl)-1H-pyrazol-3-yl]formamido}-N-hexyl-5-methylhexanamide